N1=CC(=CC=C1)C[C@@H](N)C(=O)O β-3-pyridyl-D-alanine